5-chloro-8-((3,4-dichlorophenyl)sulfonyl)-3-hydroxyquinazoline-2,4(1H,3H)-dione ClC1=C2C(N(C(NC2=C(C=C1)S(=O)(=O)C1=CC(=C(C=C1)Cl)Cl)=O)O)=O